C1(CC1)NC1=C(C(=C(N=N1)C(=O)N[2H])NC1=C(C(=CC=C1)C1=NN(C(=N1)N1CC2(COC2)C1)C)OC)C 6-cyclopropylamino-4-{[2-methoxy-3-(1-methyl-5-{2-oxa-6-azaspiro[3.3]heptan-6-yl}-1H-1,2,4-triazol-3-yl)phenyl]amino}-N-deutero-methylpyridazine-3-carboxamide